7-(4-(((1S,4S)-2,5-diazabicyclo[2.2.1]heptan-2-yl)methyl)benzyl)-2-butoxyimidazo[2,1-f][1,2,4]triazin-4-amine [C@@H]12N(C[C@@H](NC1)C2)CC2=CC=C(CC1=CN=C3C(=NC(=NN31)OCCCC)N)C=C2